tert-butyl((1-(5-(benzyloxy)-2-methylbenzofuran-3-carboxamido)cyclobutyl)-methyl)carbamate C(C)(C)(C)OC(NCC1(CCC1)NC(=O)C1=C(OC2=C1C=C(C=C2)OCC2=CC=CC=C2)C)=O